ClC=1C=C(C(=O)NC2=C3C(N(C(=NC3=C(C=C2)F)C)CC2=NN(C3=CC=CC=C23)C)=O)C=C(C1O)Cl 3,5-dichloro-N-(8-fluoro-2-methyl-3-((1-methyl-1H-indazol-3-yl)methyl)-4-oxo-3,4-dihydroquinazolin-5-yl)-4-hydroxybenzamide